CN(C)C(=O)C(F)(F)F N,N-Dimethyltrifluoroacetamide